4,5-dichloro-2-octyl-isothiazolin-3-one ClC1C(N(SC1Cl)CCCCCCCC)=O